bis-(trimethylsilyl)acetamide C[Si](C)(C)C(C(=O)N)[Si](C)(C)C